(rac)-2-[4-[(1-ethyl-3-piperidyl)amino]thieno[2,3-d]pyridazin-7-yl]-5-(trifluoromethyl)phenol C(C)N1C[C@@H](CCC1)NC1=C2C(=C(N=N1)C1=C(C=C(C=C1)C(F)(F)F)O)SC=C2 |r|